FC=1C=C2C(C(=CN(C2=CC1N1[C@H](CCC1)COC1=NC=CC=C1)C1=CC=C(C=C1)OC)C(=O)O)=O (R)-6-fluoro-1-(4-methoxy-phenyl)-4-oxo-7-(2-((pyridin-2-yloxy)methyl)pyrrolidin-1-yl)-1,4-dihydro-quinoline-3-carboxylic acid